Butyl ((4-methyl-2-(((S)-pent-4-en-2-yl)oxy)phenyl)sulfonyl)-L-prolinate CC1=CC(=C(C=C1)S(=O)(=O)N1[C@@H](CCC1)C(=O)OCCCC)O[C@@H](C)CC=C